2-(3-(((1S,2S,3R,5S,6R)-2-fluoro-6-methoxy-1,5-dimethyl-8-azabicyclo[3.2.1]octan-3-yl)(methyl)amino)-1,2,4-triazin-6-yl)-5-(1H-imidazol-1-yl)phenol F[C@@H]1[C@@]2(C[C@H]([C@](C[C@H]1N(C=1N=NC(=CN1)C1=C(C=C(C=C1)N1C=NC=C1)O)C)(N2)C)OC)C